2-((2S)-2-amino-2-(3-(2-(2-morpholinoethoxy)ethoxy)adamantan-1-yl)acetyl)-2-azabicyclo[3.1.0]hexane-3-carbonitrile N[C@H](C(=O)N1C2CC2CC1C#N)C12CC3(CC(CC(C1)C3)C2)OCCOCCN2CCOCC2